O=C1N(CCC(N1)=O)C1=CC=C(C=C1)C1=CCN(CC1)C(=O)OC(C)(C)C tert-butyl 4-(4-(2,4-dioxotetrahydropyrimidin-1(2H)-yl)phenyl)-5,6-dihydropyridine-1(2H)-carboxylate